FC1=CC(=C(C=C1C(C)C)[C@@H](C(=O)O)N1C[C@@H](CC1)OCCCCCC1=NC=2NCCCC2C(=C1)OC)OC (S)-2-(4-fluoro-5-isopropyl-2-methoxyphenyl)-2-((R)-3-((5-(4-methoxy-5,6,7,8-tetrahydro-1,8-naphthyridin-2-yl)pentyl)oxy)pyrrolidin-1-yl)acetic acid